N-(3-(1,1-difluoroethyl)phenyl)-3-methyl-1-(3-(5-methyl-1,3,4-oxadiazol-2-yl)phenyl)-5-oxo-4,5-dihydro-1H-pyrazole-4-carboxamide FC(C)(F)C=1C=C(C=CC1)NC(=O)C1C(=NN(C1=O)C1=CC(=CC=C1)C=1OC(=NN1)C)C